NC=1C=C(C=CC1N)C1=C(C=CC=C1)N1C(C2=CC=CC=C2C(=N1)F)=O 3',4'-diamino-4-fluoro-[1,1'-biphenylyl]phthalazin-1(2H)-one